dibenzyl-orthophosphoric acid C(C1=CC=CC=C1)OP(OCC1=CC=CC=C1)(O)=O